(R)-3-(5-(difluoromethyl)-1,3,4-thiadiazol-2-yl)-8-(3-ethylpiperazin-1-yl)-N-(1-methylcyclopropyl)imidazo[1,5-a]pyridine-6-sulfonamide formate C(=O)O.FC(C1=NN=C(S1)C1=NC=C2N1C=C(C=C2N2C[C@H](NCC2)CC)S(=O)(=O)NC2(CC2)C)F